CO[C@@H]1[C@@H]([C@H](O[C@H]1N2C=NC3=C2N=C(NC3=O)N)CO)O The molecule is guanosine with the hydrogen on the hydroxyl at position C-2' substituted with a methyl group. It has a role as a metabolite.